8-bromo-2-(2-phenoxypropanoyl)-1,3,4,12a-tetrahydrobenzo[e]pyrazino[1,2-a][1,4]diazepine-6,12(2H,11H)-dione BrC1=CC2=C(NC(C3N(C2=O)CCN(C3)C(C(C)OC3=CC=CC=C3)=O)=O)C=C1